The molecule is a hydrochloride obtained by combining the free base of GS4012 with one molar equivalent of hydrochloric acid. It has a role as a VEGF activator. It is a hydrochloride and a pyridinium salt. It contains a GS4012 free base(1+). COC1=CC=C(C=C1)SCCC2=CC=NC=C2.Cl